FC1=C(CN2C=3N(C4=C(C2=O)CN(CC4)CC4=CC(=CC=C4)C)CCCN3)C=CC(=C1)F 6-(2,4-Difluorobenzyl)-3-(3-methylbenzyl)-1,2,3,4,6,8,9,10-octahydro-5H-pyrido[3,4-e]pyrimido[1,2-a]pyrimidin-5-one